4-(5-(4-nitrophenyl)pyridin-2-yl)piperazine-1-carboxylic acid [N+](=O)([O-])C1=CC=C(C=C1)C=1C=CC(=NC1)N1CCN(CC1)C(=O)O